4-(3-(5-(difluoromethyl)-1,3,4-thiadiazol-2-yl)-6-(N-(1-methylcyclopropyl)sulfamoyl)imidazo[1,5-a]pyridin-8-yl)-N-methylmorpholine-2-carboxamide FC(C1=NN=C(S1)C1=NC=C2N1C=C(C=C2N2CC(OCC2)C(=O)NC)S(NC2(CC2)C)(=O)=O)F